OC(CCCCCCCCCCCCCCCCCC(=O)O)CCC(CCCCCCCC)O 19,22-Dihydroxytriacontanoic acid